5-Methyl-4-{2-[(7-methyl-spiro[1-benzofuran-3,1'-cyclopropan]-4-yl)oxy]pyrimidin-5-yl}-2,4-dihydro-3H-1,2,4-triazol-3-one CC=1N(C(NN1)=O)C=1C=NC(=NC1)OC1=CC=C(C2=C1C1(CC1)CO2)C